6-(6-(azidomethyl)pyridin-2-yl)-2-oxo-6-azaspiro[3.3]heptane N(=[N+]=[N-])CC1=CC=CC(=N1)N1CC2(CC(C2)=O)C1